2,4,6-trimethyl-2-cyclohexen-1-one CC=1C(C(CC(C1)C)C)=O